N-[[5-[5-(difluoromethyl)-1,3,4-oxadiazol-2-yl]-2-pyridinyl]methyl]-N-(3-fluorophenyl)-3-(methylsulfonylimino)azetidine-1-carboxamide FC(C1=NN=C(O1)C=1C=CC(=NC1)CN(C(=O)N1CC(C1)=NS(=O)(=O)C)C1=CC(=CC=C1)F)F